oleylhydroxyethylimidazolinium C(CCCCCCC\C=C/CCCCCCCC)[N+]1(C=NCC1)CCO